3',5-bis(2-propenyl)-2,4'-biphenyldiol C(C=C)C=1C=C(C=CC1O)C=1C(=CC=C(C1)CC=C)O